tert-Butyl 4-(4-nitrobenzyl)piperazine-1-carboxylate [N+](=O)([O-])C1=CC=C(CN2CCN(CC2)C(=O)OC(C)(C)C)C=C1